2-Bromo-1-methyl-5-nitro-1H-imidazole BrC=1N(C(=CN1)[N+](=O)[O-])C